ClC1=CC(=C(O[C@@H](C(=O)O)C)C=C1)C |r| (RS)-2-(4-chloro-2-methylphenoxy)propionic acid